C(#N)C=1C=NN2C1C(=CC(=C2)C=2C=NN(C2C)C2CCC(CC2)NC(C(C)(C)O)=O)SC2=NC=CC=C2F N-((1s,4s)-4-(4-(3-cyano-4-((3-fluoropyridin-2-yl)thio)pyrazolo[1,5-a]pyridin-6-yl)-5-methyl-1H-pyrazol-1-yl)cyclohexyl)-2-hydroxy-2-methylpropanamide